tert-butyl cyanoacrylate C(#N)C(C(=O)OC(C)(C)C)=C